(s)-3-((s)-2-amino-4-((1,1,1,3,3,3-hexafluoropropan-2-yl)oxy)-3-oxobutyl)pyrrolidin-2-one N[C@@H](C[C@H]1C(NCC1)=O)C(COC(C(F)(F)F)C(F)(F)F)=O